(2-(1-methyl-1H-pyrazol-4-yl)-4-(trifluoromethyl)oxazol-5-yl)methanone CN1N=CC(=C1)C=1OC(=C(N1)C(F)(F)F)C=O